cobaltic oxide [Co+]=O